N-(2-(1-((2-(2,6-dioxopiperidin-3-yl)pyridin-3-yl)methyl)piperidin-4-yl)-6-methoxy-2H-indazol-5-yl)-3-(trifluoromethyl)benzamide O=C1NC(CCC1C1=NC=CC=C1CN1CCC(CC1)N1N=C2C=C(C(=CC2=C1)NC(C1=CC(=CC=C1)C(F)(F)F)=O)OC)=O